(((2R)-1-acetyl-4-(4-(difluoromethoxy)-3-hydroxyphenyl)pyrrolidine-2-carboxamido)methyl)-N-(4-fluorophenyl)-N-methylpyridineamide C(C)(=O)N1[C@H](CC(C1)C1=CC(=C(C=C1)OC(F)F)O)C(=O)NCC=1C(=NC=CC1)C(=O)N(C)C1=CC=C(C=C1)F